CC1CCN(CC1)C=1N=C(C2=C(N1)N=CC=C2)NCC2=C(C=CC=C2)C(F)(F)F 4-methyl-1-(4-((2-(trifluoromethyl)benzyl)amino)pyrido[2,3-d]pyrimidin-2-yl)piperidine